NC1=C(OCC2=CC=C(C(=O)N[C@@H](C)C(=O)CN)C=C2)C(=CC(=C1)Cl)Cl (4-((2-Amino-4,6-dichlorophenoxy)methyl)benzoyl)alanylmethylamine